(3S)-6,7-dichloro-5-(2,6-difluorophenyl)-3-methyl-1,3-dihydro-1,4-benzodiazepin-2-one ClC1=C(C=CC2=C1C(=N[C@H](C(N2)=O)C)C2=C(C=CC=C2F)F)Cl